C(N)(=O)C=1C(=NN(C1)C1(C(CN(CC1)CC1=CC(=C(C=C1)N1N=CC=N1)O)F)CC#N)NC(OC)=O methyl N-[4-carbamoyl-1-[4-(cyanomethyl)-3-fluoro-1-[[3-hydroxy-4-(triazol-2-yl)phenyl]methyl]-4-piperidyl]pyrazol-3-yl]carbamate